2-cycloheptylacetic acid C1(CCCCCC1)CC(=O)O